C1(CC1)C1=NC=NC(=C1C1=NN2C(C(=N1)NCC1CCC(CC1)N1N=C(C=C1C)C(F)(F)F)=NC=C2)OC 2-(4-cyclopropyl-6-methoxypyrimidin-5-yl)-N-(((1r,4r)-4-(5-methyl-3-(trifluoromethyl)-1H-pyrazol-1-yl)cyclohexyl)methyl)imidazo[2,1-f][1,2,4]triazin-4-amine